(3R,4S)-1-(benzylsulfonyl)-3-((dimethylamino)methyl)-4-(3-methoxyphenyl)piperidin-4-ol C(C1=CC=CC=C1)S(=O)(=O)N1C[C@H]([C@](CC1)(O)C1=CC(=CC=C1)OC)CN(C)C